2-(7-chloroimidazo[1,5-a]pyridin-1-yl)-N-(4-(((6-cyclopropylimidazo[1,2-a]pyridin-2-yl)methyl)amino)pyridin-2-yl)acetamide ClC1=CC=2N(C=C1)C=NC2CC(=O)NC2=NC=CC(=C2)NCC=2N=C1N(C=C(C=C1)C1CC1)C2